COC=1C=C2C(=CC=NC2=CC1OC)OC1=C(C=C(C=C1F)NC(=O)C=1C=NC=CC1OC)F N-{4-[(6,7-dimethoxyquinolin-4-yl)oxy]-3,5-difluorophenyl}-4-methoxypyridine-3-carboxamide